aluminum octadecyl succinate C(CCC(=O)[O-])(=O)OCCCCCCCCCCCCCCCCCC.[Al+3].C(CCCCCCCCCCCCCCCCC)OC(CCC(=O)[O-])=O.C(CCCCCCCCCCCCCCCCC)OC(CCC(=O)[O-])=O